ClC=1N=C(SC1)C=1N=NN(C1)[C@@H]1[C@H]([C@@H](SC=2C=NC=C(C2)Cl)O[C@@H]([C@@H]1O)CO)OC 5-Chloropyridin-3-yl 3-[4-(4-chlorothiazol-2-yl)-1H-1,2,3-triazol-1-yl]-3-deoxy-2-O-methyl-1-thio-α-D-galactopyranoside